Cl.CNC(=O)C1=CC=C2C(=N1)C=CN2[C@@H]2[C@H](NC2)C N-methyl-1-[(2r,3s)-2-methylazetidin-3-yl]pyrrolo[3,2-b]pyridine-5-carboxamide hydrochloride